C(C1=CC=CC=C1)OC(=O)N1C(CNCC1)(C(=O)O)C 2-methylpiperazine-1,2-dicarboxylic acid benzyl ester